OC=1C(C(=CN2C[C@@H]3N(C(C21)=O)[C@H](CO3)C)C(=O)NCC3=C(N=NS3)C)=O (3S,11aR)-6-hydroxy-3-methyl-N-[(4-methyl-1,2,3-thiadiazol-5-yl)methyl]-5,7-dioxo-2,3,5,7,11,11a-hexahydro[1,3]oxazolo[3,2-a]pyrido[1,2-d]pyrazine-8-carboxamide